C(C)(C)(C)OC(=O)N1CC2CCCC(C1)N2 3,9-diazabicyclo[3.3.1]nonane-3-carboxylic acid tert-butyl ester